C(CCC)[Sn](OC)(CCCC)CCCC tributyl-(methoxy)tin